C(C)N1N=CC(=C1)NC=1N=C(C2=C(N1)N(C=C2F)COCC[Si](C)(C)C)N[C@H]2CN(CCC2)C(=O)OC(C)(C)C tert-butyl (R)-3-((2-((1-ethyl-1H-pyrazol-4-yl)amino)-5-fluoro-7-((2-(trimethylsilyl)ethoxy)methyl)-7H-pyrrolo[2,3-d]pyrimidin-4-yl)amino)piperidine-1-carboxylate